1-(prop-2-yn-1-yl)piperidin-4-yl (S)-1-(4-fluorophenyl)-3,4-dihydroisoquinoline-2(1H)-carboxylate FC1=CC=C(C=C1)[C@@H]1N(CCC2=CC=CC=C12)C(=O)OC1CCN(CC1)CC#C